C1(CCC1)C=1C=C(N)C=CC1C(F)(F)F 3-cyclobutyl-4-(trifluoromethyl)aniline